1-isopropyl-6-(4,4,5,5-tetramethyl-1,3,2-dioxaborolan-2-yl)-1,2,3-benzotriazole C(C)(C)N1N=NC2=C1C=C(C=C2)B2OC(C(O2)(C)C)(C)C